C(CC=C)N1C=NC2=CC(=CC=C2C1=O)F 3-(But-3-enyl)-7-fluoroquinazolin-4(3H)-one